tert-butyl 7-(2-{[4-(cyanomethyl)phenyl]amino}-5H,6H,7H,8H-pyrido[3,4-d]pyrimidin-7-yl)-8-methyl-1H,2H,3H-pyrido[2,3-b][1,4]oxazine-1-carboxylate C(#N)CC1=CC=C(C=C1)NC=1N=CC2=C(N1)CN(CC2)C2=C(C1=C(OCCN1C(=O)OC(C)(C)C)N=C2)C